C(C1=CC=CC=C1)N1C(CC(C2=CC3=C(C=C12)[Si](C1=C(C=C2C(CC(N(C2=C1)CC1=CC=CC=C1)(C)C)C)[C+]3C3=C(C(=O)[O-])C=CC=C3)(C)C)C)(C)C 2-(1,11-dibenzyl-2,2,4,8,10,10,13,13-octamethyl-2,3,4,8,9,10,11,13-octahydrosilino[3,2-g:5,6-g']diquinolin-6-ylium-6(1H)-yl)benzoate